tributyl-(4-pyridyl)stannane C(CCC)[Sn](C1=CC=NC=C1)(CCCC)CCCC